OC1=C(C(=O)OC)C=C(C(=C1)O)[N+](=O)[O-] Methyl 2,4-dihydroxy-5-nitrobenzoate